O=C(CCCC)C=CC 5-keto-6-octen